(3S)-1-(1-((5-Fluoro-2-pyridinyl)methyl)-1H-benzimidazol-2-yl)-N-methyl-3-piperidinamin FC=1C=CC(=NC1)CN1C(=NC2=C1C=CC=C2)N2C[C@H](CCC2)NC